C1(CC1)C1=NN(C(=C1)C(=O)OCC)S(=O)(=O)C ethyl 3-cyclopropyl-1-(methylsulfonyl)-1H-pyrazole-5-carboxylate